2-(3,4-di-(2-propen-1-oxy)-phenyl)-3,7-bis-(2-propen-1-yloxy)-quinolin-4-one C(C=C)OC=1C=C(C=CC1OCC=C)C1=NC2=CC(=CC=C2C(C1OCC=C)=O)OCC=C